5-((5-(4-(4-chlorobenzyl)piperazine-1-carbonyl)-4-methyl-1H-1,2,3-triazol-1-yl)methyl)-N-(4-(trifluoromethyl)phenyl)pyridine ClC1=CC=C(CN2CCN(CC2)C(=O)C2=C(N=NN2CC=2C=CCN(C2)C2=CC=C(C=C2)C(F)(F)F)C)C=C1